1,3,5-tris(3,5-di-t-butyl-4-hydroxybenzyl)-1,3,5-triazine-2,4,6(1h,3h,5h)trione C(C)(C)(C)C=1C=C(CN2C(N(C(N(C2=O)CC2=CC(=C(C(=C2)C(C)(C)C)O)C(C)(C)C)=O)CC2=CC(=C(C(=C2)C(C)(C)C)O)C(C)(C)C)=O)C=C(C1O)C(C)(C)C